NC(=S)NNC(=O)C=1C=C(C(N(C1C)C1=CC(=CC=C1)C(F)(F)F)=O)C(=O)NCC1=CC=C(C=C1)S(=O)(=O)C 5-{[2-(aminocarbonothioyl)hydrazino]carbonyl}-6-methyl-N-[4-(methylsulfonyl)benzyl]-2-oxo-1-[3-(trifluoromethyl)phenyl]-1,2-dihydropyridine-3-carboxamide